2,3-dichloro-6-nitronaphthalene-1,4-dione ClC=1C(C2=CC=C(C=C2C(C1Cl)=O)[N+](=O)[O-])=O